α-hexadecylnitrone C(CCCCCCCCCCCCCCC)C=[NH+][O-]